NC=1SC2=C(N1)C(=CC=C2F)C=2N=CC=1C(=C3C(=NC1C2F)O[C@H](CO3)C3(CC3)CN3CCOCC3)N3CCOC[C@@H](C3)NC(C=C)=O N-((R)-4-((S)-7-(2-amino-7-fluorobenzo[d]thiazol-4-yl)-6-fluoro-3-(1-(morpholinomethyl)cyclopropyl)-2,3-dihydro-[1,4]dioxino[2,3-b][1,6]naphthyridin-10-yl)-1,4-oxazepan-6-yl)acrylamide